3-(3-chloro-4-fluorophenyl)-1-(1-(6-fluoro-1-oxo-1,2-dihydroisoquinolin-4-yl)ethyl)-1-methyl-urea ClC=1C=C(C=CC1F)NC(N(C)C(C)C1=CNC(C2=CC=C(C=C12)F)=O)=O